C1(CC1)OC1=CN=CC=N1 6-cyclopropoxypyrazin